CN1C(C(=CC2=CC=CN=C12)C(=O)O)=O 1-Methyl-2-oxo-1,8-naphthyridine-3-carboxylic acid